[C@@H]12CNC[C@H]2C1N1C=C(C=2C1=CN=C(C2F)C2=CC(=CC1=CC=C(C(=C21)C#C)F)O)C 4-[1-[(1R,5S)-3-azabicyclo[3.1.0]hexan-6-yl]-4-fluoro-3-methyl-pyrrolo[2,3-c]pyridin-5-yl]-5-ethynyl-6-fluoro-naphthalen-2-ol